(3R,4R)-1-[6-[(3R,4S)-1-(1,6-dimethylpyrazolo[3,4-b]pyridin-4-yl)-3-methyl-4-piperidyl]-3-pyridyl]-3-fluoro-piperidin-4-amine CN1N=CC=2C1=NC(=CC2N2C[C@@H]([C@H](CC2)C2=CC=C(C=N2)N2C[C@H]([C@@H](CC2)N)F)C)C